1,7-dimethylindenyl-lithium CC1C(=CC2=CC=CC(=C12)C)[Li]